NC=1N=C(C2=C(N1)NC(=C2)C2=CC=C(C=C2)CN(C)C)C=2C(=C(C=CC2)N2C(C1=C(C=C(C=C1C=C2)C2CC2)F)=O)CO 2-[3-(2-amino-6-{4-[(dimethylamino)methyl]phenyl}-7H-pyrrolo[2,3-d]pyrimidin-4-yl)-2-(hydroxymethyl)phenyl]-6-cyclopropyl-8-fluoroisoquinolin-1(2H)-one